benzyl 6-bromo-7-formyl-3,4-dihydro-1H-isoquinoline-2-carboxylate BrC=1C=C2CCN(CC2=CC1C=O)C(=O)OCC1=CC=CC=C1